C(C)C1=C(C(=O)C2=C(C3=C(S2)C=C(C=C3)F)OC3=CC=C(C=C3)/C=C/C(=O)O)C=CC=C1 (E)-3-(4-((2-(2-ethylbenzoyl)-6-fluorobenzo[b]thiophen-3-yl)oxy)phenyl)acrylic acid